1,1,1,3,3,3-hexafluoroprop-2-yl fluoromethyl ether FCOC(C(F)(F)F)C(F)(F)F